2-Oxo-2-[(2R,5S)-2-cyclopropyl-5-methyl-1-piperidyl]acetamide O=C(C(=O)N)N1[C@H](CC[C@@H](C1)C)C1CC1